ethyl (E)-4-[2-(3,4-dihydro-4,4-dimethyl-2H-1-benzothiopyran-6-yl)-1-propenyl]benzoate CC1(CCSC2=C1C=C(C=C2)/C(=C/C2=CC=C(C(=O)OCC)C=C2)/C)C